ClC1=NN=C(C2=C(C=CC=C12)C)N[C@H]1CN(CCC1)C (R)-4-chloro-8-methyl-N-(1-methylpiperidin-3-yl)phthalazin-1-amine